ClC=1C=CC(=C(OC2CCC3(CN(C3)C(=O)N3CC4(C3)CC(C4)C4=NN=C(N4)C4CC4)CC2)C1)S(=O)(=O)C [7-(5-chloro-2-methylsulfonyl-phenoxy)-2-azaspiro[3.5]nonan-2-yl]-[6-(5-cyclopropyl-4H-1,2,4-triazol-3-yl)-2-azaspiro[3.3]heptan-2-yl]methanone